C[C@@]1(CN(CCOC1)C1=NC(=NC2=C(C(=C(C=C12)F)C1=CC(=CC2=CC=C(C(=C12)C#C[Si](C(C)C)(C(C)C)C(C)C)F)O[Si](C(C)C)(C(C)C)C(C)C)F)F)O (6S)-6-methyl-4-(2,6,8-trifluoro-7-(7-fluoro-8-((triisopropylsilyl)ethynyl)-3-((triisopropylsilyl)oxy)naphthalen-1-yl)quinazolin-4-yl)-1,4-oxaazepan-6-ol